tert-butyl N-(2-fluoro-3-{1-[({2-hydroxy-4-[(4-methoxyphenyl)methoxy]phenyl}methyl)amino]ethyl}phenyl)carbamate FC1=C(C=CC=C1C(C)NCC1=C(C=C(C=C1)OCC1=CC=C(C=C1)OC)O)NC(OC(C)(C)C)=O